methyl 5-chloro-2-methoxyquinoline-8-carboxylate ClC1=C2C=CC(=NC2=C(C=C1)C(=O)OC)OC